C1(=CC=CC2=CC=CC=C12)N(NC=1C(C(C1NC1=C(C=CC(=C1)[N+](=O)[O-])C)=O)=O)C 3-[N'-(naphthalen-1-yl)-N'-methylhydrazinyl]-4-[(2-methyl-5-nitrophenyl)amino]cyclobut-3-ene-1,2-dione